N-(3,4-dichloro-2-fluorophenyl)-7-((1,3-dimethylpyrrolidin-3-yl)ethynyl)-6-nitroquinazolin-4-amine ClC=1C(=C(C=CC1Cl)NC1=NC=NC2=CC(=C(C=C12)[N+](=O)[O-])C#CC1(CN(CC1)C)C)F